(trans)-N1-((1S,2R)-2-(3,4-difluorophenyl)cyclopropyl)cyclohexane-1,4-diamine FC=1C=C(C=CC1F)[C@@H]1[C@H](C1)N[C@@H]1CC[C@H](CC1)N